C1(CC1)C([C@@H](C=1OC2=C(N1)C=C(C=C2)CN2C(N[C@@H](C2)C(F)(F)F)=O)NC(=O)C2(CC2)F)C2CC2 N-((S)-2,2-dicyclopropyl-1-(5-(((S)-2-oxo-4-(trifluoro-methyl)imidazolidin-1-yl)methyl)benzo[d]oxazol-2-yl)ethyl)-1-fluorocyclopropane-1-carboxamide